N-(4-(4-(2-isopropoxy-ethyl)piperazin-1-yl)-pyridin-2-yl)-6-(1H-pyrazol-4-yl)benzo[d]-thiazol-2-amine C(C)(C)OCCN1CCN(CC1)C1=CC(=NC=C1)NC=1SC2=C(N1)C=CC(=C2)C=2C=NNC2